C(C=C)(=O)N1CC(N(CC1)C=1C2=C(N(C(N1)=O)C=1C(=NC=CC1C)OC)N=C(C(=C2)F)C2=C(C=CC=C2O)F)C 4-(4-propenoyl-2-methylpiperazin-1-yl)-6-fluoro-7-(2-fluoro-6-hydroxyphenyl)-1-(2-methoxy-4-methylpyridin-3-yl)pyrido[2,3-d]pyrimidin-2(1H)-one